4-{(5aR,6R,7R,8aR)-6-[(1E,3R)-4-(2,5-difluorophenoxy)-3-hydroxy-1-buten-1-yl]-7-hydroxyoctahydro-2H-cyclopenta[b]oxepin-3-yl}butanoic Acid FC1=C(OC[C@@H](/C=C/[C@H]2[C@@H](C[C@H]3OCC(CC[C@@H]32)CCCC(=O)O)O)O)C=C(C=C1)F